tert-butyl 3-(5-(((R)-1-(3-(difluoromethyl)-2-fluorophenyl) ethyl) amino)-1-methyl-2-oxo-1,2-dihydro-1,6-naphthyridin-3-yl)-3-methoxypyrrolidine-1-carboxylate FC(C=1C(=C(C=CC1)[C@@H](C)NC1=C2C=C(C(N(C2=CC=N1)C)=O)C1(CN(CC1)C(=O)OC(C)(C)C)OC)F)F